tert-butyl 3-(3-(6,6-difluoro-7-((2-hydroxyethyl)sulfonyl)-2,5,5-trimethyl-1-(2-methylhydrazineyl)-1-oxoheptan-2-yl)phenyl)propanoate FC(C(CCC(C(=O)NNC)(C)C=1C=C(C=CC1)CCC(=O)OC(C)(C)C)(C)C)(CS(=O)(=O)CCO)F